(R)-N-(phenylsulfonyl)-6-(3-(2-(1-(trifluoromethyl)cyclopropyl)ethoxy)-1H-pyrazol-1-yl)-2-(2,2,4-trimethylpyrrolidin-1-yl)nicotinamide C1(=CC=CC=C1)S(=O)(=O)NC(C1=C(N=C(C=C1)N1N=C(C=C1)OCCC1(CC1)C(F)(F)F)N1C(C[C@H](C1)C)(C)C)=O